C1(=CC(=CC=C1)P(C1=C(C=2CCCCC2C=C1)C1=C(C=CC=2CCCCC12)P(C=1C=C(C=CC1)C)C=1C=C(C=CC1)C)C=1C=C(C=CC1)C)C 2,2'-bis(di-m-tolylphosphino)-5,5',6,6',7,7',8,8'-octahydro-1,1'-binaphthyl